1-pyrrolidin-1-yl-2-[[(10S)-spiro[4.5]decan-10-yl]amino]ethanone N1(CCCC1)C(CN[C@H]1CCCCC12CCCC2)=O